ClC1=CC=2N(C(N(CC2C=N1)C1=C(C=CC=C1C)Cl)=O)C1CN(C1)C(=O)OC(C)(C)C tert-butyl 3-[7-chloro-3-(2-chloro-6-methyl-phenyl)-2-oxo-4H-pyrido[4,3-d]pyrimidin-1-yl]azetidine-1-carboxylate